N,N-dimethyl-1-[6-[2-(6-methyl-2-pyridyl)imidazo[1,2-a]pyridin-3-yl]-1,5-naphthyridin-3-yl]piperidin-4-amine CN(C1CCN(CC1)C=1C=NC2=CC=C(N=C2C1)C1=C(N=C2N1C=CC=C2)C2=NC(=CC=C2)C)C